C(C)C1=C(C=C(C(=C1)O)F)C1=CC=C2C(=NNC2=C1)C1=NC2=C(N1)CN(C2)C=2N=NC=CC2C(=O)C2=C(N=NC=C2)N2CC=1NC(=NC1C2)C2=NNC1=CC(=CC=C21)C2=C(C=C(C(=C2)F)O)CC (2-(6-(2-ethyl-5-fluoro-4-hydroxyphenyl)-1H-indazol-3-yl)pyrrolo[3,4-d]imidazol-5(1H,4H,6H)-yl)(pyridazin-4-yl)ketone